4-(((6-(isoindolin-2-ylmethyl)-4-oxo-4H-pyran-3-yl)oxy)methyl)piperidine-1-carbaldehyde HCl Cl.C1N(CC2=CC=CC=C12)CC1=CC(C(=CO1)OCC1CCN(CC1)C=O)=O